bis(4-methoxyphenyl)amine COC1=CC=C(C=C1)NC1=CC=C(C=C1)OC